BrC1=CC=C(C=C1)C=1OC(=C(N1)C1=CC=C(C=C1)F)C=O 2-(4-bromophenyl)-4-(4-fluorophenyl)oxazole-5-carbaldehyde